C1N(CC2=CC=CC=C12)CC1=CC(=C(OCC2CCC(CC2)C(C)=O)C=C1)S(=O)(=O)C 1-((1r,4r)-4-((4-(Isoindolin-2-ylmethyl)-2-(methylsulfonyl)phenoxy)methyl)-cyclohexyl)ethan-1-one